ClC=1C(=CC2=C(N(C(C(N2C(C2(CN(C2)C(=O)OC(C)(C)C)F)([2H])[2H])=O)=O)C=2C(=NC=CC2C)C(C)C)N1)Cl tert-butyl 3-((6,7-dichloro-4-(2-isopropyl-4-methylpyridin-3-yl)-2,3-dioxo-3,4-dihydropyrido[2,3-b]pyrazin-1(2H)-yl)methyl-d2)-3-fluoroazetidine-1-carboxylate